3-Difluoromethoxy-2-fluoro-5-methylbenzonitrile FC(OC=1C(=C(C#N)C=C(C1)C)F)F